6-bromohexanoyl-valine methyl ester COC([C@@H](NC(CCCCCBr)=O)C(C)C)=O